O1C[C@H](CC1)OC1=CC=C(CC2=CC=CC=C2)C=C1 2-[4-((S)-tetrahydrofurane-3-yloxy)-benzyl]-benzene